P(O)(O)N.C(=O)C=1NC2=CC=CC=C2C1 formylindole phosphoramidite